N-[6-(5-chloro-1,3-benzoxazol-2-yl)spiro[3.3]heptan-2-yl]-5-[[2-[2-(2-methoxyethoxy)ethoxy]acetyl]sulfamoyl]furan-2-carboxamide ClC=1C=CC2=C(N=C(O2)C2CC3(CC(C3)NC(=O)C=3OC(=CC3)S(NC(COCCOCCOC)=O)(=O)=O)C2)C1